ClC=1N=NC(=CN1)C 3-chloro-6-methyl-1,2,4-triazine